NC1=C(C(N(C2=CC(=CC=C12)Br)C=1C=NC=CC1C)=O)C(=O)OC methyl 4-amino-7-bromo-1-(4-methylpyridin-3-yl)-2-oxo-1,2-dihydroquinoline-3-carboxylate